[Al].[Zn].[Pb] lead-zinc-aluminum